cis-tetramethyl-cyclotetrasiloxane C[SiH]1O[SiH](O[SiH](O[SiH](O1)C)C)C